OC1=CC=C(C=C1)C(C(C)N1CC2C(C1)CC(C2)CCC2=CC=CC=C2)=O (4-hydroxyphenyl)-2-[(5R)-5-(2-phenylethyl)-octahydrocyclopenta[c]pyrrol-2-yl]propan-1-one